(((disulfanediylbis(methylene))bis(2-fluoro-3,1-phenylene))bis(methylene))bis(4-((dimethylamino)methyl)-2-oxo-2H-chromene-3,7-diyl) bis(dimethylcarbamate) CN(C(OC1=CC=C2C(=C(C(OC2=C1)=O)CC1=C(C(=CC=C1)CSSCC=1C(=C(C=CC1)CC=1C(OC2=CC(=CC=C2C1CN(C)C)OC(N(C)C)=O)=O)F)F)CN(C)C)=O)C